(7-chloro-8-fluoroimidazo[1,5-a]pyridin-1-yl)methanamine HCl salt Cl.ClC1=C(C=2N(C=C1)C=NC2CN)F